CCC1=CC(=C(C=C1O)O)CC bis(beta-ethyl)resorcinol